N1C=NC(=C1)CC(=O)NC=1SC=C(N1)C1=C(NC2=CC=CC=C12)C 2-(1H-imidazol-4-yl)-N-[4-(2-methyl-1H-indol-3-yl)thiazol-2-yl]Acetamide